O=C1NCCOC1 oxomorpholine